3-(4-Amino-2-cyclopropylimidazo[2,1-f][1,2,4]triazin-7-yl)-N-(4-(hydroxymethyl)bicyclo[2.1.1]hexan-1-yl)-4-methylbenzenesulfonamide Trifluoroacetate Salt FC(C(=O)O)(F)F.NC1=NC(=NN2C1=NC=C2C=2C=C(C=CC2C)S(=O)(=O)NC21CCC(C2)(C1)CO)C1CC1